(1R,5R)-N-(7-ethoxy-4-(3-(2-fluorophenyl)-1-methyl-1H-pyrazol-4-yl)pyrido[3,2-d]pyrimidin-6-yl)-3-methyl-3-azabicyclo[3.1.0]hexane-1-carboxamide C(C)OC1=CC=2N=CN=C(C2N=C1NC(=O)[C@]12CN(C[C@@H]2C1)C)C=1C(=NN(C1)C)C1=C(C=CC=C1)F